[Na+].[Na+].C(=O)C1=C(C=CC(=C1)S(=O)(=O)[O-])S(=O)(=O)[O-] formyl-benzene-1,4-disulfonic acid disodium salt